BrC1=CC=C(C=C1)N(C(=O)C1=CN=C(N1)C1=CC=CC=C1)C=1C=CC(=C(C1)S(=O)(=O)NCCCCCC(=O)O)OC 6-((N-(4-bromophenyl)-2-methoxy-5-(2-phenyl-1H-imidazole-5-carboxamido)phenyl)sulfonamido)hexanoic acid